C(CC)(=O)O.C(C)CC(CC)(C)[Te]C(CCC)(CC)C ethyl-2-methyl-2-n-butyltelluride propionate